5-(2-(pyridine-2-ylamino)pyridine-4-yl)-1H-indazol-3-amine N1=C(C=CC=C1)NC1=NC=CC(=C1)C=1C=C2C(=NNC2=CC1)N